tert-butyl (1-((5-(difluoromethyl)-2-(1-(4-ethoxy-5-fluoropyridin-2-yl)ethyl)-1-oxo-1,2,3,4-tetrahydroisoquinolin-7-yl)methyl)-1H-imidazol-2-yl)(methyl)carbamate FC(C1=C2CCN(C(C2=CC(=C1)CN1C(=NC=C1)N(C(OC(C)(C)C)=O)C)=O)C(C)C1=NC=C(C(=C1)OCC)F)F